C1NCC2=C(C=CC=C12)CN1C(NC(C2=C1C=CN2)=O)=S 1-(Isoindolin-4-ylmethyl)-2-thioxo-1,2,3,5-tetrahydro-4H-pyrrolo[3,2-d]pyrimidin-4-one